Lysyl-Cysteamine N[C@@H](CCCCN)C(=O)NCCS